benzyl-chloropyridinium chloride salt [Cl-].C(C1=CC=CC=C1)C1=[N+](C=CC=C1)Cl